Cl.C(#C)[C@H]1CC[C@H](N1)C(=O)OC methyl (2S,5R)-5-ethynylpyrrolidine-2-carboxylate hydrochloride